rac-(1R,5S)-9-oxa-3-azabicyclo[3.3.1]nonan [C@H]12CNC[C@H](CCC1)O2 |r|